CC(CC(C)C)=CN(C1=CC=CC=C1)C 1,3-dimethylbutylidenedimethylaniline